5-methyl-1-(1-(4-(2,3,6,7-tetrahydro-1H-azepin-4-yl)benzyl)-1H-indol-5-yl)-1H-pyrazole-3-carboxamide CC1=CC(=NN1C=1C=C2C=CN(C2=CC1)CC1=CC=C(C=C1)C=1CCNCCC1)C(=O)N